BrC1=C(C(=CC=C1)C)NC(=O)C=1C(=NC(=NC1)Cl)NC1CC1 N-(2-bromo-6-METHYLPHENYL)-2-chloro-4-(cyclopropylamino)pyrimidine-5-carboxamide